[1,2,3]triazolo[4,5-b]pyridine N1N=NC2=NC=CC=C21